OC1(C(C(=O)C2=CC=C(C=C2)OCC(C)O)C=CC=C1)C 2-hydroxy-4'-(2-hydroxypropoxy)-2-methylbenzophenone